(2S)-2-[1-(3,3-Dimethylbutanoyl)-1,2,3,4-tetrahydrochinolin-6-yl]-N-(4-fluorophenyl)propanamid CC(CC(=O)N1CCCC2=CC(=CC=C12)[C@@H](C(=O)NC1=CC=C(C=C1)F)C)(C)C